ClC1=CC(=C(N=N1)NC)N1N=CC=C1 6-chloro-N-methyl-4-(1H-pyrazol-1-yl)pyridazin-3-amine